3,6,9,12-tetraoxaoctadecane-1,14-diylbis(4-methylbenzenesulfonate) C(COCCOCCOCCOCC(CCCC)C1=C(C=CC(=C1)C)S(=O)(=O)[O-])C1=C(C=CC(=C1)C)S(=O)(=O)[O-]